2-isopropylpyrido[2,3-d]pyrimidin-4-ol C(C)(C)C=1N=C(C2=C(N1)N=CC=C2)O